FC(C(=O)O)(F)F.N=1C=C(N2N=CC=CC21)C#CC=2C=C(N)C=CC2C 3-(imidazo[1,2-b]pyridazin-3-ylethynyl)-4-methylaniline 2,2,2-trifluoroacetate